NC1=CC(C(NC1=NC=1C(=NN2C1C=CC=C2)NCCCN2CCN(CC2)C)=NC=2C(=NN1C2C=CC=C1)NCCCN1CCN(CC1)C)=N N3,N3'-(5-amino-3-iminopyridine-2,6(1H,3H)-diylidene)bis{N2-[3-(4-methylpiperazin-1-yl)propyl]pyrazolo[1,5-a]pyridine-2,3-diamine}